4-[(2-chlorobenzyl)amino]-2-[(1-methyl-1H-pyrazol-4-yl)amino]pyrimidin-5-carboxamide ClC1=C(CNC2=NC(=NC=C2C(=O)N)NC=2C=NN(C2)C)C=CC=C1